N[C@@H]1[C@@H](N(CC12CC2)C(=O)OC(C)(C)C)CC2=C(C(=CC=C2)C2=C(C=CC=C2)OCCN(C)C(=O)OC(C)(C)C)F tert-butyl (6S,7S)-7-amino-6-[[3-[2-[2-[tert-butoxycarbonyl (methyl) amino] ethoxy] phenyl]-2-fluoro-phenyl] methyl]-5-azaspiro[2.4]heptane-5-carboxylate